3,3-difluorotetrahydro-2H-pyran-4-amine FC1(COCCC1N)F